[C@H](C)(CC)NC(=O)C1=NNC(=C1)C=1C=C(C=CC1)C=1OC(=CN1)C(=O)NC(CC)CC (S)-2-(3-(3-(Sec-Butylcarbamoyl)-1H-Pyrazol-5-Yl)Phenyl)-N-(Pentan-3-Yl)Oxazole-5-Carboxamide